C(C1=CC=CC=C1)[C@@](C(=O)NC=1C=NC2=C(C=CC=C2C1)C)(CC(F)(F)F)C (2R)-2-benzyl-4,4,4-trifluoro-2-methyl-N-(8-methyl-3-quinolyl)butanamide